(2R)-2,3-dimethoxypropionic acid methyl ester COC([C@@H](COC)OC)=O